COC1=CC=C(C=C1)CN(C1=CC(=CC(=N1)C1=C(C=2N=C(N=C(C2C(O1)=O)N1[C@@H](CC1)C)SC)C)C)CC1=CC=C(C=C1)OC 7-(6-{bis[(4-methoxyphenyl)methyl]amino}-4-methylpyridin-2-yl)-8-methyl-4-[(2R)-2-methylazetidin-1-yl]-2-(methylsulfanyl)pyrano[4,3-d]pyrimidin-5-one